C(C)OC(=O)C=1C=NN2N=C(C=CC21)C=2CCN(CC2)C(=O)OC(C)(C)C.FC(C2CCN(CC2)CCC)F (S)-1-(4-(difluoromethyl)piperidine-1-yl)propane ethyl-6-(1-(tert-butoxycarbonyl)-1,2,3,6-tetrahydropyridin-4-yl)pyrazolo[1,5-b]pyridazine-3-carboxylate